FC=1C(=C(C=NC1O)C(=O)OC)NC1=C(C=C(C=C1)I)F Methyl 5-fluoro-4-(2-fluoro-4-iodoanilino)-6-hydroxypyridin-3-carboxylate